2-(6-((6-methoxypyridin-2-yl)amino)-2-(pyridin-3-yl)pyrimidin-4-yl)-N-methyl-2-azaspiro[4.5]decane-7-carboxamide COC1=CC=CC(=N1)NC1=CC(=NC(=N1)C=1C=NC=CC1)N1CC2(CC1)CC(CCC2)C(=O)NC